2,6-bismaleimidyl-pyridine C1(C=CC(N1C1=NC(=CC=C1)N1C(C=CC1=O)=O)=O)=O